C(\C=C\C1=CC=CC=C1)(=O)OC1=C(C=C(\C=N\C(C(=O)O)C(CC)C)C=C1)OC 2-((E)-((E)-4-(cinnamoyloxy)-3-methoxybenzylidene)amino)-3-methylpentanoic acid